ethyl 3-((4-butoxyphenyl)sulfonyl)-4-(1H-1,2,3-triazol-1-yl)quinoline-6-carboxylate C(CCC)OC1=CC=C(C=C1)S(=O)(=O)C=1C=NC2=CC=C(C=C2C1N1N=NC=C1)C(=O)OCC